BrC=1C=CC2=C(N(N=C2C1)C1=CC(=NC=C1)OC)Cl 6-bromo-3-chloro-2-(2-methoxypyridin-4-yl)-2H-indazole